spiro[3H-furo[2,3-b]pyridine-2,4'-piperidine] N1CCC2(CC1)CC=1C(=NC=CC1)O2